mono-isodecyl ether C(CCCCCCC(C)C)OCCCCCCCC(C)C